ClS(=O)(=O)N1CCC(CC1)NC(OC(C)(C)C)=O tert-butyl (1-(chlorosulfonyl)-piperidin-4-yl)carbamate